2-[2-[2-[2-[2-[2-(2-trityloxyethoxy)ethoxy]ethoxy]ethoxy]ethoxy]ethoxy]ethanol C(C1=CC=CC=C1)(C1=CC=CC=C1)(C1=CC=CC=C1)OCCOCCOCCOCCOCCOCCOCCO